cyclopentylmethylsulfoximine C1(CCCC1)CS(=O)=N